tert-butyl N-[(2-chloro-4-ethynyl-phenyl)methyl]carbamate ClC1=C(C=CC(=C1)C#C)CNC(OC(C)(C)C)=O